ethyl 2-(4-amino-6-(pyridin-4-yl)-9H-pyrimido[4,5-b]indol-9-yl)acetate NC1=NC=NC=2N(C3=CC=C(C=C3C21)C2=CC=NC=C2)CC(=O)OCC